C(C=C)NS(=O)(=O)C1=C(C(=C(C=C1CCCCC)O)CC=C(CCC=C(C)C)C)O N-allyl-3-(3,7-dimethylocta-2,6-dien-1-yl)-2,4-dihydroxy-6-pentylbenzenesulfonamide